6-(2-{5-[(7R)-7-amino-2-azabicyclo[2.2.1]heptane-2-carbonyl]-7-methoxy-1-methyl-1H-1,3-benzodiazol-2-yl}-1-(cyclopropylmethyl)-1H-indol-6-yl)quinazolin-4-ol N[C@H]1C2N(CC1CC2)C(=O)C2=CC1=C(N(C(=N1)C=1N(C3=CC(=CC=C3C1)C=1C=C3C(=NC=NC3=CC1)O)CC1CC1)C)C(=C2)OC